NCCCCCCCCCCC(=O)N[C@H](C(=O)N1[C@@H](C[C@H](C1)OC)C(=O)NCC1=CC=C(C=C1)C1=C(N=CS1)C)C(C)(C)C (2S,4R)-1-((S)-2-(11-aminoundecanamido)-3,3-dimethylbutanoyl)-4-methoxy-N-(4-(4-methylthiazol-5-yl)benzyl)pyrrolidine-2-carboxamide